2-(4-bromo-3-fluoro-1-toluenesulfonyl-1H-indol-6-yl)acetonitrile BrC1=C2C(=CN(C2=CC(=C1)CC#N)S(=O)(=O)CC1=CC=CC=C1)F